1-(2-chlorophenyl)-1-hydroxypropyl-2-propylcarbamate ClC1=C(C=CC=C1)C(CC)(O)N(C([O-])=O)C(C)C